7-fluoro-5-(3-methyl-2,3,4,5-tetrahydropyridin-6-yl)-1-tetrahydropyran-2-yl-indazole FC=1C=C(C=C2C=NN(C12)C1OCCCC1)C=1CCC(CN1)C